N-(3-cyano-4-fluorophenyl)-2-fluoro-6-(4-fluoro-2-methylphenoxy)-3-(trifluoromethoxy)benzamide C(#N)C=1C=C(C=CC1F)NC(C1=C(C(=CC=C1OC1=C(C=C(C=C1)F)C)OC(F)(F)F)F)=O